ClC1=CC(=C(C=C1)C=1N=NC(=C2C1C=NC=C2)NC2CN(CCC2)C)F 4-(4-chloro-2-fluorophenyl)-N-(1-methylpiperidin-3-yl)pyrido[3,4-d]pyridazin-1-amine